tert-butyl 4-(((3R,4R)-1-(tert-butoxycarbonyl)-3-(4-(tert-butoxycarbonyl) phenyl)piperidin-4-yl)methyl)-5-fluoro-7-methyl-1H-indole-1-carboxylate C(C)(C)(C)OC(=O)N1C[C@H]([C@@H](CC1)CC1=C2C=CN(C2=C(C=C1F)C)C(=O)OC(C)(C)C)C1=CC=C(C=C1)C(=O)OC(C)(C)C